[2H]C1=CC(=CC(=N1)C(=O)N)NC(=O)[C@H]1O[C@]([C@H]([C@H]1C1=C(C(=C(C=C1)F)F)OC)C)(C(F)(F)F)C 6-Deuterio-4-[[(2S,3S,4S,5R)-3-(3,4-difluoro-2-methoxyphenyl)-4,5-dimethyl-5-(trifluoromethyl)tetrahydrofuran-2-carbonyl]amino]pyridin-2-carboxamid